BrC1=C(N)C(=CC=C1)C(=C)C1CC1 2-bromo-6-(1-cyclopropylvinyl)aniline